ClN1C(N(CC1)CCOC1=C(C2=CC=CC=C2C=C1)C#N)=O 2-[2-(3-chloro-2-oxoimidazolidin-1-yl)ethoxy]-1-naphthonitrile